BrC1=CC=C(C(=N1)[N+](=O)[O-])NC1CCC(CC1)OC 6-bromo-N-((1r,4r)-4-methoxycyclohexyl)-2-nitropyridin-3-amine